COCCN(C=1N=C(C2=C(N1)C(=NC(=N2)N2CC1=C(CC2)NC=N1)N1CCC(CC1)OC)N1CC(N(CC1)C)=O)CCOC 4-(2-(bis(2-methoxyethyl)amino)-8-(4-methoxypiperidin-1-yl)-6-(1,4,6,7-tetrahydro-5H-imidazo[4,5-c]pyridin-5-yl)pyrimido[5,4-d]pyrimidin-4-yl)-1-methylpiperazin-2-one